FC=1C=C(C=NC1)C1=NC(=CC(=N1)NCCC1=CNC2=CC=CC=C12)N1CCN(CC1)C 2-(5-fluoro-3-pyridinyl)-N-[2-(1H-indol-3-yl)ethyl]-6-(4-methylpiperazin-1-yl)pyrimidin-4-amine